BrCCCOC1=C(OC2=CC=C(C(=C2C1=O)O)OC)C1=CC(=C(C=C1)OC)OC (3-bromopropyloxy)-2-(3,4-dimethoxyphenyl)-5-hydroxy-6-methoxy-4H-chromen-4-one